Racemic-1'-(4-(1H-pyrazol-4-yl)phenyl)spiro[indoline-2,3'-pyrrolidine]-2'-one N1N=CC(=C1)C1=CC=C(C=C1)N1C([C@@]2(CC1)NC1=CC=CC=C1C2)=O |r|